1,4-diaminobenzenephosphonic acid NC1(CC=C(C=C1)N)P(O)(=O)O